N-(3,5-difluoro-4-((6-(2-hydroxyethoxy)-7-methoxy-1,5-naphthyridin-4-yl)oxy)phenyl)-2-fluorobenzamide FC=1C=C(C=C(C1OC1=CC=NC2=CC(=C(N=C12)OCCO)OC)F)NC(C1=C(C=CC=C1)F)=O